1-methyl-1H-pyrazole-3-thiol CN1N=C(C=C1)S